NC1=[N+](C=2C=CC=CC2C2=C1N=C(N2CC2=CC=CC=C2)CCCC)[O-] 4-amino-1-benzyl-2-butyl-1H-imidazo[4,5-c]quinoline 5-oxide